3-(2-chloroethyl)-2-((2-chloroethyl)amino)-1,3,2-oxazaphosphinane 2-oxide ClCCN1P(OCCC1)(NCCCl)=O